F[C@H]1CN(CC[C@H]1NC=1C=2N(C=CC1)C(=C(N2)C#CCNC=2C=C1CNC(C1=CC2OC)=O)CC(F)(F)F)C 5-{[3-(8-{[(3S,4R)-3-fluoro-1-methylpiperidin-4-yl]amino}-3-(2,2,2-trifluoroethyl)imidazo[1,2-a]pyridin-2-yl)prop-2-yn-1-yl]amino}-6-methoxy-2,3-dihydroisoindol-1-one